FC=1C=C(C=CC1)[C@@H]1N(CCC1)C=1C=CC=2N(N1)C(=CN2)C2=CC=CC(=N2)N2CCC(CC2)N(C)CC2=C(C=NC=C2)N2C(NC(CC2)=O)=O (R)-1-(4-(((1-(6-(6-(2-(3-fluorophenyl)pyrrolidin-1-yl)imidazo[1,2-b]pyridazin-3-yl)pyridin-2-yl)piperidin-4-yl)(methyl)amino)methyl)pyridin-3-yl)dihydropyrimidine-2,4(1H,3H)-dione